(8R,9R)-8,9-dihydroxy-2,2,15,15-tetramethylhexadecanedioate O[C@H](CCCCCC(C(=O)[O-])(C)C)[C@@H](CCCCCC(C(=O)[O-])(C)C)O